2,2-difluoro-N-((1S,2S)-2-(6-fluoro-2,3-dimethylphenyl)-1-(5-oxo-4,5-dihydro-1,3,4-oxadiazol-2-yl)propyl)-7-azaspiro[3.5]nonane-7-sulfonamide FC1(CC2(C1)CCN(CC2)S(=O)(=O)N[C@@H]([C@@H](C)C2=C(C(=CC=C2F)C)C)C=2OC(NN2)=O)F